O=C1N=C2N=C(NC(C2=N1)=O)N 8-oxo-guanine